C\C(=C/C(=O)O)\C=C\C=C(\CC\C=C(\CCC=C(C)C)/C)/C (2e,4e,6e,10e)-3,7,11,15-tetramethyl-2,4,6,10,14-hexadecapentaenoic acid